C(C)OC1=C(C=C2C(=NC=NC2=C1)C=1C(=NN(C1)C(C)C)C1=CC=CC=C1)C(=C)OCC 7-ethoxy-6-(1-ethoxyvinyl)-4-(1-isopropyl-3-phenyl-1H-pyrazol-4-yl)quinazoline